OC1=C(C(CC1)=O)C(C)CCCCCC 3-hydroxy-2-(octan-2-yl)cyclopent-2-en-1-one